ClC1=CC=C(C=C1)C#C (4-chlorophenyl)acetylene